6-bromo-1H-pyrrolo[2,3-b]pyridin-4-amine BrC=1C=C(C2=C(N1)NC=C2)N